N1CC2(CC1)OC1=CC(=C(C=C1CC2)C(=O)OC)C(=O)OC Dimethyl spiro[chroman-2,3'-pyrrolidine]-6,7-dicarboxylate